CN1N=CC(=C1)NC1=NN2C(C=N1)=CC=C2 N-(1-methylpyrazol-4-yl)pyrrolo[2,1-f][1,2,4]triazin-2-amine